CNC=1N=C(C(=NC1C=1C2=C(C=NC1)N(C=N2)C)C(=O)N)NC2=CC=C(C=C2)C2(CC2)S(=O)(=O)C 5-(methylamino)-6-(3-methylimidazo[4,5-c]pyridin-7-yl)-3-[4-(1-methylsulfonylcyclopropyl)anilino]pyrazine-2-carboxamide